tert-butyl (2-(2-chloro-5-fluorophenoxy)-3-cyano-4-fluorophenyl)carbamate ClC1=C(OC2=C(C=CC(=C2C#N)F)NC(OC(C)(C)C)=O)C=C(C=C1)F